2-[N-(4-methoxy-6-methyl-1,3,5-triazine-2-yl)-N-methylcarbamoylaminosulfonyl]benzoic acid methyl ester COC(C1=C(C=CC=C1)S(=O)(=O)N(C(NC)=O)C1=NC(=NC(=N1)OC)C)=O